[Si](C)(C)(C(C)(C)C)OC[C@H]1N(S(OC1)(=O)=O)C(=O)OC(C)(C)C Tert-butyl (R)-4-(((tert-butyldimethylsilyl)oxy)methyl)-1,2,3-oxathiazolidine-3-carboxylate 2,2-dioxide